N-Methyl-2-(1H-pyrazolo[4,3-b]pyridin-6-ylthio)benzamide CNC(C1=C(C=CC=C1)SC=1C=C2C(=NC1)C=NN2)=O